N1=CC=C(C=C1)CCC1=NC(=NO1)C12CC3CC(CC(C1)C3)C2 1-(4-pyridyl)-2-(3-adamantyl-1,2,4-oxadiazol-5-yl)ethane